((2-(((S)-5-amino-1-oxo-1-((S)-2-((R)-2-phenylmorpholine-4-carbonyl)pyrrolidin-1-yl)pentan-2-yl)carbamoyl)benzo[b]thiophen-5-yl)difluoromethyl)phosphonic acid NCCC[C@@H](C(N1[C@@H](CCC1)C(=O)N1C[C@H](OCC1)C1=CC=CC=C1)=O)NC(=O)C1=CC2=C(S1)C=CC(=C2)C(F)(F)P(O)(O)=O